C(N)(O[C@H](C(=O)N[C@H](C(=O)N)C[C@H]1C(NCCC1)=O)CC(CC(C)(C)C)(C)C)=O tert-butyl((S)-1-(((S)-1-amino-1-oxo-3-((S)-2-oxopiperidin-3-yl)propan-2-yl)amino)-4,4-dimethyl-1-oxopentan-2-yl) carbamate